4-(4-(4-fluorophenyl)-2-methyl-oxazol-5-yl)-N,N-dipropylbenzenesulfonamide FC1=CC=C(C=C1)C=1N=C(OC1C1=CC=C(C=C1)S(=O)(=O)N(CCC)CCC)C